1-(4-Methoxybenzyl)-1,5-naphthyridin-2(1H)-one COC1=CC=C(CN2C(C=CC3=NC=CC=C23)=O)C=C1